(4-(5-(3,5-dichlorophenyl)-5-(trifluoromethyl)-4,5-dihydroisoxazol-3-yl)phenyl)(2,3-dimethyl-1H-indol-1-yl)methanone ClC=1C=C(C=C(C1)Cl)C1(CC(=NO1)C1=CC=C(C=C1)C(=O)N1C(=C(C2=CC=CC=C12)C)C)C(F)(F)F